2-(2,6-dioxopiperidin-3-yl)-4-(((1-(1-((S)-2-hydroxy-4-methylpentanoyl)piperidin-4-yl)-1H-pyrazol-4-yl)methyl)amino)isoindoline-1,3-dione O=C1NC(CCC1N1C(C2=CC=CC(=C2C1=O)NCC=1C=NN(C1)C1CCN(CC1)C([C@H](CC(C)C)O)=O)=O)=O